4-[1-(2,4-Dihydroxyphenyl)-2-methylpropyl]benzene-1,3-diol OC1=C(C=CC(=C1)O)C(C(C)C)C1=C(C=C(C=C1)O)O